FC1(C(CNCC1C)C(CN1C(C2=CC=CC=C2C1=O)=O)C)F 2-(2-(4,4-Difluoro-5-methylpiperidin-3-yl)propyl)isoindoline-1,3-dione